(4R,5R)-4-hydroxy-5-((R)-5H-imidazo[5,1-a]isoindol-5-yl)-N-methyl-4,5,6,7-tetrahydrobenzo[d]thiazole-2-carboxamide O[C@@H]1[C@H](CCC2=C1N=C(S2)C(=O)NC)[C@H]2N1C(C3=CC=CC=C23)=CN=C1